C(C)(C)(C)N1C(CCCC1)=O tert-butyl-piperidinone